6-(2,5-dihydroxy-4-sulfobenzamido)nicotinic acid OC1=C(C(=O)NC2=NC=C(C(=O)O)C=C2)C=C(C(=C1)S(=O)(=O)O)O